dimethylazanium hydrochloride Cl.C[NH2+]C